Arsenic-antimony-bismuth [Bi].[Sb].[As]